[Mg+2].[Mg+2].[Mg+2].[N-3].[N-3].[Zn] zinc magnesium nitride